C1=CC=CC2=C1C=1C(=CC=3NC=4C=CC=CC4C3C1)S2 benzo[4,5]thieno[2,3-b]carbazole